CSC1=CN=C(O1)NC1=NC(=NC2=CC=CC=C12)NC1CC2CCC(C1)N2C(=O)OC(C)(C)C tert-butyl (3-exo)-3-((4-((5-methylthiooxazol-2-yl) amino) quinazolin-2-yl) amino)-8-azabicyclo[3.2.1]octane-8-carboxylate